(S)-3-amino-N-(2-(4-((3-(1-(2,2-difluoroethyl)-3-(trifluoromethyl)-1H-pyrazol-4-yl)imidazo[1,2-a]pyrazin-8-yl)amino)-2-ethylbenzamido)ethyl)pyrrolidine-1-carboxamide N[C@@H]1CN(CC1)C(=O)NCCNC(C1=C(C=C(C=C1)NC=1C=2N(C=CN1)C(=CN2)C=2C(=NN(C2)CC(F)F)C(F)(F)F)CC)=O